FC=1C2=C(C(=NC1)C=1N(N=CC1)C1OCCCC1)CC(C2)C=O 4-Fluoro-1-(2-tetrahydropyran-2-ylpyrazol-3-yl)-6,7-dihydro-5H-cyclopenta[c]pyridine-6-carbaldehyde